tert-butyl N-[(1S)-1-(dicyclopropylmethyl)-2-[[1-[1-[6-(difluoromethyl)-3-methoxy-pyridazin-4-yl]ethyl]pyrazol-4-yl]amino]-2-oxo-ethyl]carbamate C1(CC1)C([C@@H](C(=O)NC=1C=NN(C1)C(C)C1=C(N=NC(=C1)C(F)F)OC)NC(OC(C)(C)C)=O)C1CC1